C(=O)C1=CC=C(C=C1)C(C(=O)O)C 2-(p-formylphenyl)propionic acid